benzyl (2-(6-chloropyridin-3-yl)propan-2-yl)carbamate ClC1=CC=C(C=N1)C(C)(C)NC(OCC1=CC=CC=C1)=O